(R)-3-methyl-2-(6-((1-methylpiperidin-3-yl)amino)-5-(trifluoromethyl)pyridazin-3-yl)-5-(trifluoromethyl)phenol CC=1C(=C(C=C(C1)C(F)(F)F)O)C=1N=NC(=C(C1)C(F)(F)F)N[C@H]1CN(CCC1)C